1-(hydroxymethyl)cyclopropane-1-carboxylic acid OCC1(CC1)C(=O)O